Benzo(a)anthracene C1=CC=CC=2C1=C1C=C3C=CC=CC3=CC1=CC2